Ethyl (2E)-3-(2-bromopyridin-3-yl)prop-2-enoate BrC1=NC=CC=C1/C=C/C(=O)OCC